ClC1=C(N(C(=C1C(CN1C2[C@@H](CC1CC2)O)=O)C)C2=CC=C(C#N)C=C2)C (±)-4-(3-Chloro-4-(2-((2R)-2-hydroxy-7-azabicyclo[2.2.1]heptan-7-yl)acetyl)-2,5-dimethyl-1H-pyrrol-1-yl)benzonitrile